(1s,2s)-(+)-trans-1-amino-2-indolol NN1C(=CC2=CC=CC=C12)O